C1(=CC=CC=C1)N(C1=CC=C(C=C1)C1=CC(=CC(=C1)C1=CC=C(C=C1)N(C1=CC=CC=C1)C1=CC=CC=C1)C1=CC=C(C=C1)N(C1=CC=CC=C1)C1=CC=CC=C1)C1=CC=CC=C1 1,3,5-tris(4-diphenylaminophenyl)benzene